1-methyl-bicyclo[2.2.1]heptan-2-ol CC12C(CC(CC1)C2)O